C(#N)N1C[C@]2(CCC2C1)NC(=O)C1=NNC(=C1)C1=C(C=NC=C1)OC1=CC=C(C=C1)F N-((1R)-3-Cyano-3-azabicyclo[3.2.0]heptan-1-yl)-5-(3-(4-fluorophenoxy)pyridin-4-yl)-1H-pyrazol-3-carboxamid